2-cyclopropoxy-6-(1-methyl-1H-pyrazol-5-yl)benzonitrile C1(CC1)OC1=C(C#N)C(=CC=C1)C1=CC=NN1C